ClC1=C(C=CC(=C1)NC1=NC=NC2=CC(=C3C(=C12)OCCO3)OCCOC)NC(=O)NC3=CC(=NO3)C 1-(2-chloro-4-((5-(2-methoxyethoxy)-2,3-dihydro-[1,4]dioxino[2,3-f]quinazolin-10-yl)amino)phenyl)-3-(3-methylisoxazol-5-yl)urea